C(=C)C1=CC=C(C=C1)P(OCCCCC(C)C)(OCCCCC(C)C)=O di-iso-heptyl 4-vinylphenylphosphonate